tert-butyl N-[(1S)-3-(5-carbamoyl-7-fluoro-1,2,3,4-tetrahydrocyclopenta[b]indol-8-yl)cyclohex-3-en-1-yl]carbamate C(N)(=O)C1=CC(=C(C=2C3=C(NC12)CCC3)C=3C[C@H](CCC3)NC(OC(C)(C)C)=O)F